Butyl-5-ethyl-4-hydroxy-3-isopropyl-pyrazol C(CCC)N1N=C(C(=C1CC)O)C(C)C